NC1=NC(=C(C(=C1C#N)C=1C=C(C=CC1)C1=C(C=CC=C1)Cl)C#N)C1=CC=CC=C1 2-amino-4-(2'-chloro-[1,1'-biphenyl]-3-yl)-6-phenylpyridine-3,5-dicarbonitrile